2-oxo-2-[(2R,5S)-5-methyl-2-[2-(1,2,2-trimethyl-4-piperidyl)-1,3-benzothiazol-5-yl]-1-piperidyl]-N-(1-tetrahydropyran-2-ylpyrazolo[4,3-c]pyridin-7-yl)acetamide O=C(C(=O)NC=1C2=C(C=NC1)C=NN2C2OCCCC2)N2[C@H](CC[C@@H](C2)C)C=2C=CC1=C(N=C(S1)C1CC(N(CC1)C)(C)C)C2